piperazin-1-yl(9-(trifluoromethyl)-2,3-dihydrobenzo[f][1,4]thiazepin-4(5H)-yl)methanone N1(CCNCC1)C(=O)N1CCSC2=C(C1)C=CC=C2C(F)(F)F